ClN1[SiH](N([SiH](N[SiH]1C(C)C)C(C)C)Cl)C(C)C 1,3-dichloro-2,4,6-tri-iso-propylcyclotrisilazane